N-{(5S)-8-chloro-1-[trans-4-(pyridin-2-yloxy)cyclohexyl]-5,6-dihydro-4H-[1,2,4]triazolo[4,3-a][1]benzazepin-5-yl}-2,2,2-trifluoroacetamide ClC=1C=CC2=C(C[C@@H](CC=3N2C(=NN3)[C@@H]3CC[C@H](CC3)OC3=NC=CC=C3)NC(C(F)(F)F)=O)C1